BrC=1C=2N(C=CC1)C=C(N2)CO (8-bromoimidazo[1,2-a]pyridin-2-yl)methanol